C(C)(C)(C)C1=C(C=CC(=C1)C(C)(C)C)OP(OC1=C(C=C(C=C1)C(C)(C)C)C(C)(C)C)OC1=C(C=C(C=C1)C(C)(C)C)C(C)(C)C tri(2,4-di-tert-butylphenyl)Phosphite